methyl 5-bromo-2-(difluoromethoxy)benzoate BrC=1C=CC(=C(C(=O)OC)C1)OC(F)F